tert-Butyl (2-(2-(3-(6-bromo-2-oxo-2,3-dihydro-1H-benzo[d]imidazol-1-yl)phenoxy)ethoxy)ethyl)carbamate BrC=1C=CC2=C(N(C(N2)=O)C=2C=C(OCCOCCNC(OC(C)(C)C)=O)C=CC2)C1